5-((3-(3-bromophenyl)oxetan-3-yl)chloromethyl)-1-((2-(trimethylsilyl)ethoxy)methyl)-1H-1,2,4-triazole BrC=1C=C(C=CC1)C1(COC1)C(C1=NC=NN1COCC[Si](C)(C)C)Cl